C[C@H]1[C@H](C1)N1C=C(C=CC1=O)C(=O)N 1-((1S,2R)-2-methylcyclopropyl)-6-oxo-1,6-dihydropyridine-3-carboxamide